benzyl-(2-hydroxyethyl)-dimethylammonium acetate C(C)(=O)[O-].C(C1=CC=CC=C1)[N+](C)(C)CCO